4-(6-Methoxypyrazin-2-yl)aniline COC1=CN=CC(=N1)C1=CC=C(N)C=C1